2-(((9H-fluoren-9-yl)methoxy)carbonyl)-N6-(1-(4,4-dimethyl-2,6-dioxocyclohexylidene)ethyl)-L-lysine C1=CC=CC=2C3=CC=CC=C3C(C12)COC(=O)[C@](N)(CCCCNC(C)=C1C(CC(CC1=O)(C)C)=O)C(=O)O